N-Boc-4-(2'-aminoethyl)-3,5-dimethyl-hept-2,5-dien-4-ol C(=O)(OC(C)(C)C)NCCC(C(=CC)C)(C(=CC)C)O